Cl.ClC=1C=C(C=CC1)C1=NC2=CC=C(C=C2C(N1)=O)OCCCC1=CC=NC=C1 2-(3-chlorophenyl)-6-[3-(4-pyridyl)propoxy]-3H-quinazolin-4-one hydrochloride